Cl.C[C@H]1[C@H](NC[C@H](O1)C)CNC1=C(C#N)C=C(C=N1)C(F)(F)F 2-((((2S,3R,6R)-2,6-Dimethylmorpholin-3-yl)methyl)amino)-5-(trifluoromethyl)nicotinonitrile hydrochloride